CC=1C(N(C(C1C)=C=O)C(=O)OCCCCCC)=C=O hexyl 3,4-dimethyl-2,5-dicarbonyl-2,5-dihydro-1H-pyrrole-1-carboxylate